2-(3-Chloro-4-methoxyphenyl)-3-(2-methylpyridin-4-yl)imidazo[1,2-a]pyrimidine ClC=1C=C(C=CC1OC)C=1N=C2N(C=CC=N2)C1C1=CC(=NC=C1)C